C1=CC(=CC=C1N=NC2=C(C=C3C=C(C(=C(C3=C2N)O)N=NC4=CC=C(C=C4)S(=O)(=O)[O-])S(=O)(=O)[O-])S(=O)(=O)[O-])[N+](=O)[O-].[Na+].[Na+].[Na+] The molecule is an organic sodium salt resulting from the formal condensation of naphthalene blue black CS (acid form) with two equivalents of sodium hydroxide. Used for staining fibrin. It has a role as a histological dye and a fluorochrome. It contains a 4-amino-5-hydroxy-3-[(4-nitrophenyl)diazenyl]-6-[(4-sulfonatophenyl)diazenyl]naphthalene-2,7-disulfonate.